4-amino-1-methyl-N-(6-oxo-5-azaspiro[2.4]heptan-5-yl)-N-((5-(trifluoromethyl)pyridin-2-yl)methyl)-1H-pyrazolo[4,3-c]quinoline-8-carboxamide NC1=NC=2C=CC(=CC2C2=C1C=NN2C)C(=O)N(CC2=NC=C(C=C2)C(F)(F)F)N2CC1(CC1)CC2=O